C(C)(C)(C)C1CCN(CC1)C1=NC(=C(C(=N1)C)C(=O)O)C 2-(4-(tert-butyl)piperidin-1-yl)-4,6-dimethylpyrimidine-5-carboxylic acid